tert-butyl N-[(3S)-1-[(5-bromo-3-methylthiophen-2-yl)carbonyl]pyrrolidin-3-yl]carbamate BrC1=CC(=C(S1)C(=O)N1C[C@H](CC1)NC(OC(C)(C)C)=O)C